ON(O)C(CCCCCCCCCCC)CC N,N-dihydroxyethyl-dodecyl-amine